5-Isopropyl-3-methylimidazole-4-carboxylate C(C)(C)C1=C(N(C=N1)C)C(=O)[O-]